C(C=C)(=O)N1C[C@@H](N(CC1)C1=NC(N2C3=C(C(=C(C=C13)Cl)C1=CC=C(C=C1)F)SCC2)=O)C (S)-7-(4-acryloyl-2-methylpiperazin-1-yl)-9-chloro-10-(4-fluorophenyl)-2,3-dihydro-5H-[1,4]thiazino[2,3,4-ij]quinazolin-5-one